ClC1=CC=C(CNC2=CC=CC=C2)C=C1 (4-chlorobenzyl)aniline